1,2-bis(2-((1-ethyl-1H-tetrazol-5-yl)thio)ethoxy)ethane C(C)N1N=NN=C1SCCOCCOCCSC1=NN=NN1CC